pyridine-2,6-dicarboxylic acid chloride N1=C(C=CC=C1C(=O)Cl)C(=O)Cl